N[C@@](CO)(CCC=1C=CC2=C(SC=C2CCCCOC2CCCCC2)C1)C (2R)-2-amino-4-[3-(4-cyclohexyloxybutyl)-benzo[b]thien-6-yl]-2-methylbutan-1-ol